6-chloro-3-(((1R)-1-(2-cyano-7-methyl-3-(((tetrahydrofuran-3-yl)methyl)amino)quinoxalin-5-yl)ethyl)amino)picolinic acid ClC1=CC=C(C(=N1)C(=O)O)N[C@H](C)C1=C2N=C(C(=NC2=CC(=C1)C)C#N)NCC1COCC1